6-chloro-2-(1,3-dimethylpyrazol-4-yl)-4-[3-(1,3-dimethylpyrazol-4-yl)-7,8-dihydro-5H-1,6-naphthyridin-6-yl]quinazoline ClC=1C=C2C(=NC(=NC2=CC1)C=1C(=NN(C1)C)C)N1CC=2C=C(C=NC2CC1)C=1C(=NN(C1)C)C